(4-methyl-pyrrolyl)amide CC=1C=C(NC1)[NH-]